N-[(6-Amino-2-pyridyl)sulfonyl]-2-[(2S,5R)-2,5-dimethylpyrrolidin-1-yl]-6-(6-isopropoxy-3-pyridyl)pyridin-3-carboxamid NC1=CC=CC(=N1)S(=O)(=O)NC(=O)C=1C(=NC(=CC1)C=1C=NC(=CC1)OC(C)C)N1[C@H](CC[C@H]1C)C